1-(4-(2-((1-(3,5-dimethoxybenzyl)-1H-pyrazol-4-yl)amino)pyrimidin-4-yl)phenyl)imidazolidin-2-one COC=1C=C(CN2N=CC(=C2)NC2=NC=CC(=N2)C2=CC=C(C=C2)N2C(NCC2)=O)C=C(C1)OC